N-methyl-N-((2-methylbenzofuran-3-yl)methyl)acrylamide hydrochloride Cl.CN(C(C=C)=O)CC1=C(OC2=C1C=CC=C2)C